(3-(hydroxyimino)butan-2-yl)(p-tolyl)phosphinic acid ON=C(C(C)P(O)(=O)C1=CC=C(C=C1)C)C